C1=CC(=CC=C1C(C(F)(F)F)(C(F)(F)F)O)N 4-(Hexafluoro-2-hydroxyisopropyl)aniline